1-Decyl-1-ethylpiperidinium chlorid [Cl-].C(CCCCCCCCC)[N+]1(CCCCC1)CC